C1(CC1)C1=NN(C=N1)C1CC2(CN(C2)C(=O)N2CC3(C2)CN(C3)CC3=NC(=NN3)C(F)(F)F)C1 [6-(3-cyclopropyl-1,2,4-triazol-1-yl)-2-azaspiro[3.3]heptan-2-yl]-[6-[[3-(trifluoromethyl)-1H-1,2,4-triazol-5-yl]methyl]-2,6-diazaspiro[3.3]heptan-2-yl]methanone